NC1=NC(=NN1S(=O)(=O)C=1C=C2CCN(C2=CC1)C(C)=O)NC1=CC=C(C=C1)Cl 1-[5-[[5-amino-3-(4-chloroanilino)-1,2,4-triazol-1-yl]sulfonyl]indolin-1-yl]ethanone